O=C1NC2=C(C=CC=C2[C@]1(C1=CC=C(C=C1)OC(F)(F)F)N1CCC(=CC1)B(O)O)C(F)(F)F (S)-(1-(2-oxo-3-(4-(trifluoromethoxy)phenyl)-7-(trifluoromethyl)indolin-3-yl)-1,2,3,6-tetrahydropyridin-4-yl)boronic acid